6-fluoro-N-((4-phenylpiperidin-4-yl)methyl)-2-(trifluoromethyl)quinolin-4-amine FC=1C=C2C(=CC(=NC2=CC1)C(F)(F)F)NCC1(CCNCC1)C1=CC=CC=C1